C(C)(C)(C)P([C-]1C=CC=C1)C(C)(C)C.[C-]1(C=CC=C1)P(C(C)(C)C)C(C)(C)C.[Fe+2] 1,1'-bis(di-tert-butylphosphino)(ferrocene)